(2S,5R)-4-(2-methoxy-1-(5-(trifluoromethyl)pyridin-2-yl)ethyl)-2,5-dimethylpiperazine-1-carboxylic acid tert-butyl ester C(C)(C)(C)OC(=O)N1[C@H](CN([C@@H](C1)C)C(COC)C1=NC=C(C=C1)C(F)(F)F)C